C(C)OC(=O)C1=CN=CN1C(C)C1=C(C=CC=C1)C 1-(1-(o-tolyl)ethyl)-1H-imidazole-5-carboxylic acid ethyl ester